OC1=C(C=CC=C1C)C(CCCCCCCCCCCCC)C1=CC(=C(C=C1)O)C 1-(2-hydroxy-3-methyl-phenyl)-1-(3-methyl-4-hydroxyphenyl)tetradecane